ClC1=CC(=C(C=C1)C1=NC(=NC2=C1N=C(N(C2=O)C)C)[C@H]2C[C@@H](OCC2)C=2C=NN(C2)C2CC2)F 8-(4-chloro-2-fluorophenyl)-6-[(2R,4R)-2-(1-cyclopropyl-1H-pyrazol-4-yl)oxacyclohex-4-yl]-2,3-dimethyl-3H,4H-pyrimido[5,4-d][1,3]diazin-4-one